azobis[2-(2-imidazoline-2-yl)propane] dihydrochloride Cl.Cl.N(=NCC(C)C=1NCCN1)CC(C)C=1NCCN1